N1(CCOCC1)CCNC1=NC=2N(C(=N1)C1=CN(C3=CC=CC=C13)C)N=CC2 2-(2-morpholinylethylamino)-4-(1-methylindol-3-yl)pyrazolo[1,5-a][1,3,5]triazine